FC1=NC=CC(=C1)CN1C(=CC=C1)C(=O)NC=1SC=C(N1)\C=C\C=1N=CN(C1C)CC(C)(C)O (E)-1-((2-fluoropyridin-4-yl)methyl)-N-(4-(2-(1-(2-hydroxy-2-methylpropyl)-5-methyl-1H-imidazol-4-yl)vinyl)thiazol-2-yl)-1H-pyrrole-2-carboxamide